O1CCN(CC1)CCOC=1C=CC2=C(CCC=3C=NC(=NC23)NC2=NC=C(C=C2)[N+](=O)[O-])C1 8-(2-Morpholinoethoxy)-N-(5-nitropyridin-2-yl)-5,6-dihydrobenzo[h]quinazolin-2-amine